FC=1C(=NC=CC1)C=1C(=NC=CC1C)C(=O)N1[C@@H]2[C@@H](C[C@H](C1)CC2)OC2=NC=C(C=C2)C(F)(F)F (3-fluoro-4'-methyl-[2,3'-bipyridine]-2'-yl)((1S,4R,6R)-6-((5-(trifluoromethyl)pyridin-2-yl)oxy)-2-azabicyclo[2.2.2]oct-2-yl)methanone